methyl 3-amino-4-[6-(3-amino-2,6-difluorophenyl)imidazo[1,5-a]pyrazine-1-amido]benzoate NC=1C=C(C(=O)OC)C=CC1NC(=O)C=1N=CN2C1C=NC(=C2)C2=C(C(=CC=C2F)N)F